[Al].[Zr].[La] lanthanum-zirconium-aluminum